COC=1C=C(C=CC1OC)C1=NC=2C(=NC(=CC2C)C2=CC=C(C=C2)N2CCN(CC2)C(C)C)N1C 2-(3,4-dimethoxyphenyl)-5-(4-(4-isopropylpiperazin-1-yl)phenyl)-3,7-dimethyl-3H-imidazo[4,5-b]pyridine